C(N)(=O)C1=CC(=C2C=C(NC2=C1)C(=O)O)NC1=CC(=C(C=C1)F)Cl 6-carbamoyl-4-((3-chloro-4-fluorophenyl)amino)-1H-indole-2-carboxylic acid